tert-butyl (2S)-4-(1-((7-fluoro-2,8-dimethylimidazo[1,2-a]pyridin-6-yl)carbamoyl)-2,3-dihydro-1H-pyrrolo[2,3-b]pyridin-4-yl)-2-methylpiperidine-1-carboxylate FC1=C(C=2N(C=C1NC(=O)N1CCC=3C1=NC=CC3C3C[C@@H](N(CC3)C(=O)OC(C)(C)C)C)C=C(N2)C)C